1-phenyl-3-(p-tolyl)prop-2-yn-1-ol C1(=CC=CC=C1)C(C#CC1=CC=C(C=C1)C)O